CN1C(N(C2=C1C=CC(=C2)C2CCN(CC2)C2=C(C(N(C1=CC=CC=C21)C)=O)C#N)C)=O 4-[4-(1,3-dimethyl-2-oxo-2,3-dihydro-1H-benzimidazol-5-yl)piperidin-1-yl]-1-methyl-2-oxo-1,2-dihydroquinoline-3-carbonitrile